[Ca+2].C(CCCCCCCC)C(C(=O)[O-])C(=O)[O-] 2-nonylpropanedioic acid calcium salt